CC(C(CN)C)N 1,2-dimethyl-1,3-propanediamine